CC1(CC(C1)(C1=NN=CN1C)C=1C=C(C=CC1)NC(=O)C=1C(N(C=C(C1)CNC1(CCC1)C)CC(F)(F)F)=O)C N-(3-(3,3-dimethyl-1-(4-methyl-4H-1,2,4-triazol-3-yl)cyclobutyl)phenyl)-5-(((1-methylcyclobutyl)amino)methyl)-2-oxo-1-(2,2,2-trifluoroethyl)-1,2-dihydropyridine-3-carboxamide